Cl.CN(CCCN=C=NCC)C 1-(3-Dimethylaminopropyl)-3-Ethylcarbodiimide hydrochloride